ClC1=C2C(=NC=C1OC=1C=NC=3N(C1)N=CC3)N=C(N2C)NC2=NN(C(=C2)C(C#N)(C)C)[C@H]2COCC2 (R)-2-(3-((7-chloro-1-methyl-6-(pyrazolo[1,5-a]pyrimidin-6-yloxy)-1H-imidazo[4,5-b]pyridin-2-yl)amino)-1-(tetrahydrofuran-3-yl)-1H-pyrazol-5-yl)-2-methylpropanenitrile